C(C)(C)C1=CN=C2N1N=C(C=C2NCC2=NC=CC=C2)N[C@@H](CO)CC (2R)-2-[[3-isopropyl-8-(2-pyridylmethylamino)imidazo[1,2-b]pyridazin-6-yl]amino]butan-1-ol